3-[2-Benzenesulfonamido-2-(7-{[2-(dimethylamino)ethyl](methyl)amino}-1,3-benzothiazol-2-yl)ethyl]benzene-1-carboximidamide C1(=CC=CC=C1)S(=O)(=O)NC(CC=1C=C(C=CC1)C(N)=N)C=1SC2=C(N1)C=CC=C2N(C)CCN(C)C